N-methyl-1H-triazole CN1N=NC=C1